ClC1=CC(=C(C=C1)C1=NC(=CC=2N=C(N(C(C21)=O)C)C)N2C[C@@H](OCC2)C2=CC(=NC=C2)Cl)F 5-(4-chloro-2-fluorophenyl)-7-((2S)-2-(2-chloro-4-pyridyl)-4-morpholinyl)-2,3-dimethylpyrido[4,3-d]pyrimidin-4(3H)-one